C(C)(C)(C)NC(=O)C1=NC=CC=C1C N-(tert-butyl)-3-methylpyridineamide